N(N)C(CC1(COC1)C=1C=C(C=CC1)NC(OCCCC)=O)=O butyl {3-[3-(2-hydrazineyl-2-oxoethyl)oxetan-3-yl]phenyl}carbamate